C(C1=CC=CC=C1)O[C@@H]1[C@H](CCCC1)NC(=O)[C@H]1N(C[C@@H](C1)F)C(CN1N=C(C2=CC(=CC=C12)C1=CN=NC=C1)C(=O)N)=O 1-(2-((2S,4R)-2-((1S,2S)-2-(benzyloxy)cyclohexylcarbamoyl)-4-fluoropyrrolidin-1-yl)-2-oxoethyl)-5-(pyridazin-4-yl)-1H-indazole-3-carboxamide